9-(4-(1H-pyrazol-1-yl)benzyl)-2-(2-(2-methoxyethoxy)phenyl)-7,9-dihydro-8H-purin-8-one N1(N=CC=C1)C1=CC=C(CN2C3=NC(=NC=C3NC2=O)C2=C(C=CC=C2)OCCOC)C=C1